(1,1,1,3,3,4,4,5,5,5-decafluoro-2-trifluoromethylpentan-2-yl) (4-methylphenyl) sulfide CC1=CC=C(C=C1)SC(C(F)(F)F)(C(C(C(F)(F)F)(F)F)(F)F)C(F)(F)F